6-iodo-3-((8-methoxy-2-(6-methoxy-4-methylpyridin-3-yl)-2,3-dihydrobenzo[b][1,4]dioxin-6-yl)methyl)-3H-imidazo[4,5-b]pyridine IC=1C=C2C(=NC1)N(C=N2)CC2=CC1=C(OC(CO1)C=1C=NC(=CC1C)OC)C(=C2)OC